C(CCCCCCCCCCCCCCC)(=O)OC[C@@H](OO)COP(=O)(O)O 1-palmitoyl-2-hydroxy-sn-glycero-3-phosphate